CN(CCN(C1=C(C=C(C(=C1)OC)NC1=NC=CC(=N1)C=1C=C(C2=C(N=C(O2)C)C1)F)[N+](=O)[O-])C)C N1-(2-(dimethylamino)ethyl)-N4-(4-(7-fluoro-2-methylbenzo[d]oxazole-5-yl)pyrimidin-2-yl)-5-methoxy-N1-methyl-2-nitrobenzene-1,4-diamine